C(C1=CC=CC=C1)OC=1C=C(C=CC1)S(=O)(=O)N1CCC(CC1)NC=1N=CC2=C(N1)N(C(C21CC1)=O)[C@H]1C[C@@H](CCC1)OC1OCCCC1 2'-({1-[3-(Benzyloxy)benzenesulfonyl]piperidin-4-yl}amino)-7'-[(1R,3R)-3-(oxan-2-yloxy)cyclohexyl]spiro[cyclopropane-1,5'-pyrrolo[2,3-d]pyrimidin]-6'-one